C(C1=CC=CC=C1)N1C[C@@](CCC1)(C1=CC=C(C=C1)Br)NC(C)=O |r| (±)-N-[1-benzyl-3-(4-bromophenyl)-3-piperidyl]acetamide